CC(C(=O)OCC1CNCCOC1)CCC1=CC=CC=2[C@H]3[C@@H](OC21)C[C@H]([C@@H]3CO)OC(C)=O (1,4-oxazepan-6-yl)methanol Methyl-4-((1S,2R,3aS,8bS)-2-acetoxy-1-hydroxymethyl-2,3,3a,8b-tetrahydro-1H-cyclopenta[b]benzofuran-5-yl)butanoate